5-Chloro-3-methyl-2-{7-[(3R)-piperidin-3-yl]-6,7-dihydro-5H-pyrrolo[2,3-c]pyridazin-3-yl}phenol ClC=1C=C(C(=C(C1)O)C1=CC2=C(N=N1)N(CC2)[C@H]2CNCCC2)C